[Ti+4].[SiH4] silane titanium (IV)